5-{2-acetamidoimidazo[1,2-b]pyridazin-6-yl}-N-{[2-fluoro-6-(2,2,2-trifluoroethoxy)phenyl]methyl}-2-methylpyridine-3-carboxamide C(C)(=O)NC=1N=C2N(N=C(C=C2)C=2C=C(C(=NC2)C)C(=O)NCC2=C(C=CC=C2OCC(F)(F)F)F)C1